(4-Nitrophenyl)-[2,4'-bithiazole]-2'-amine [N+](=O)([O-])C1=CC=C(C=C1)C=1N=C(SC1)C=1N=C(SC1)N